anilinoaniline N(C1=CC=CC=C1)NC1=CC=CC=C1